COCCOC1=C(C=C(C=N1)N1CCN(CC1)CCNC)C(F)(F)F 2-{4-[6-(2-methoxyethoxy)-5-(trifluoromethyl)pyridin-3-yl]piperazin-1-yl}-N-methylethanamine